1-[4-(4-Cyclobutoxy-thiazol-2-yl)-2,6-difluoro-phenyl]-ethyl acetate C(C)(=O)OC(C)C1=C(C=C(C=C1F)C=1SC=C(N1)OC1CCC1)F